C(C)(C)(C)OC(=O)NCC[C@@H](NC(=O)C1=CC=2C(=NC=3CC[C@@H](CC3C2)C(C)(C)C)S1)C=1C=C(C(=O)OC)C=CC1 methyl 3-((R)-3-((tert-butoxycarbonyl)amino)-1-((S)-6-(tert-butyl)-5,6,7,8-tetrahydrothieno[2,3-b]quinoline-2-carboxamido)propyl)benzoate